(3S)-1-[(2S)-3-(3-bromo-5,6-dihydro-2H-pyridin-1-yl)-2-[(tert-butoxycarbonyl) amino] propionyl]-1,2-diazacyclohexane-3-carboxylate BrC=1CN(CCC1)C[C@@H](C(=O)N1N[C@@H](CCC1)C(=O)[O-])NC(=O)OC(C)(C)C